3,5-di-tert-butylphenyl-4-hydroxybenzene isooctyl-propionate C(CCCCC(C)C)OC(CC)=O.C(C)(C)(C)C=1C=C(C=C(C1)C(C)(C)C)C1=CC=C(C=C1)O